N-((2-(4-(((3S,4R)-3-fluoro-1-methylpiperidin-4-yl)amino)-1-(2,2,2-trifluoroethyl)-1H-indol-2-yl)thiazol-5-yl)methyl)cyclopropanecarboxamide F[C@H]1CN(CC[C@H]1NC1=C2C=C(N(C2=CC=C1)CC(F)(F)F)C=1SC(=CN1)CNC(=O)C1CC1)C